C1C(=CC2=CC=CC=C12)C=1OC(=CC1)C 2-(1H-inden-2-yl)-5-methylfuran